1-(3-(5-(4-((1-(2-(2,6-dioxopiperidin-3-yl)-1-oxo-1,2-dihydrophthalazin-6-yl)piperidin-4-yl)methyl)piperazin-1-yl)pyrimidin-2-yl)benzyl)-6-oxo-1,6-dihydropyridazine O=C1NC(CCC1N1C(C2=CC=C(C=C2C=N1)N1CCC(CC1)CN1CCN(CC1)C=1C=NC(=NC1)C=1C=C(CN2N=CC=CC2=O)C=CC1)=O)=O